(S)-6-(1-amino-1,3-dihydrospiro[indene-2,4'-piperidine]-1'-yl)-3-(1-(3-aminophenyl)cyclopropyl)-1,5-dihydro-4H-pyrazolo[3,4-d]pyrimidin-4-one N[C@@H]1C2=CC=CC=C2CC12CCN(CC2)C=2NC(C1=C(N2)NN=C1C1(CC1)C1=CC(=CC=C1)N)=O